tert-butyl ((S)-1-(2-cyano-2'-methoxy-5-(((S)-1,1,1-trifluoropropan-2-yl)carbamoyl)-[3,4'-bipyridin]-4-yl)-3-methylpyrrolidin-3-yl)carbamate C(#N)C1=NC=C(C(=C1C1=CC(=NC=C1)OC)N1C[C@@](CC1)(C)NC(OC(C)(C)C)=O)C(N[C@H](C(F)(F)F)C)=O